3,3'-dimethoxy-4,4'-biphenyl diisocyanate [N-]=C=O.[N-]=C=O.COC=1C=CC=CC1C1=C(C=CC=C1)OC